C(C1=CC=CC=C1)N1C2=CC(=C(C=C2C=2C(CCCC12)C(N)=O)OCCCP(O)(O)=O)CC 3-[(9-benzyl-4-carbamoyl-7-ethyl-1,2,3,4-tetrahydrocarbazol-6-yl)oxy]propylphosphonic acid